3,3-dimethylpyrazole CC1(N=NC=C1)C